1-cyclopentyl-3-methyl-6-((2-methylpyridin-3-yl)amino)-1,3-dihydro-2H-imidazo[4,5-c]pyridin-2-one C1(CCCC1)N1C(N(C=2C=NC(=CC21)NC=2C(=NC=CC2)C)C)=O